FC1=NN(C=C1C1=NC=CC(=N1)NC1=CC2=C(C=N1)C(=CN2C(C)C)N2[C@@H]([C@H](C2)CS(=O)(=O)C)C)C N-(2-(3-fluoro-1-methyl-1H-pyrazol-4-yl)pyrimidin-4-yl)-1-isopropyl-3-((2R,3S)-2-methyl-3-((methanesulfonyl)methyl)azetidin-1-yl)-1H-pyrrolo[3,2-c]pyridin-6-amine